1-methyl-4-(pyrrolidin-3-yl)piperazine CN1CCN(CC1)C1CNCC1